C(C)OC([C@H](CSSC[C@@H](C(=O)OCC)N)NC(C)=O)=O N-acetyl-L-cystine diethyl ester